[C@H]12CNC[C@H](CC1)C2NC(OC(C)(C)C)=O tert-butyl (1R,5S)-3-azabicyclo[3.2.1]octan-8-ylcarbamate